5-fluorophenylborane FC=1C=CC=C(C1)B